CN1N=CC(=C1)C=1C=C2C=C(N=CC2=CC1)NC(=O)C1CCN(CC1)C1CCOCC1 N-(6-(1-methyl-1H-pyrazol-4-yl)isoquinolin-3-yl)-1-(tetrahydro-2H-pyran-4-yl)piperidine-4-carboxamide